Cl.N1(CCNCC1)C1=CC=C(C=C1)C1C(NC(CC1)=O)=O 3-(4-(piperazin-1-yl)phenyl)piperidine-2,6-dione hydrochloride